p-trifluoromethylphenyl palmitate C(CCCCCCCCCCCCCCC)(=O)OC1=CC=C(C=C1)C(F)(F)F